C(C1=CC=CC=C1)ON1C(C2(C1)N(C(CC2)CO)C(=O)OC(C)(C)C)=O tert-butyl 2-(benzyloxy)-6-(hydroxymethyl)-1-oxo-2,5-diazaspiro[3.4]octane-5-carboxylate